((((((9H-fluoren-9-yl)methoxy)carbonyl))(4-aminobenzyl)amino)phenyl)piperidine-1-carboxylic acid C1=CC=CC=2C3=CC=CC=C3C(C12)COC(=O)N(CC1=CC=C(C=C1)N)C1=C(C=CC=C1)C1N(CCCC1)C(=O)O